C(C)(C)(C)OC(CCS(=O)C1=CC=C(C=C1)OC)=O 3-(methoxybenzene-4-sulfinyl)-propionic acid tert-butyl ester